OCCCCCCOC1=CC=C(C(=O)O)C=C1 4-[(6-hydroxyhexyl)oxy]benzoic acid